C(CCCCC)C1=CC=C(O1)C(CCC(=O)O)(C)C=1OC(=CC1)CCCCCC 4,4-bis(5-hexylfuran-2-yl)pentanoic acid